2-(((5S,7R,8R,9S,10R)-8-hydroxy-7-(hydroxymethyl)-3-methyl-9-(4-(3,4,5-trifluorophenyl)-1H-1,2,3-triazol-1-yl)-1,6-dioxaspiro[4.5]decan-10-yl)oxy)acetic acid O[C@H]1[C@H](O[C@@]2(CC(CO2)C)[C@@H]([C@H]1N1N=NC(=C1)C1=CC(=C(C(=C1)F)F)F)OCC(=O)O)CO